N1(C=NC=C1)CC1=CC(=C2CCN(C(C2=C1)=O)C1=CC(=NC2=C(C=C(C=C12)CC)Br)C)C=1C(=NN(C1)C)C(F)(F)F 7-((1H-imidazol-1-yl)methyl)-2-(8-bromo-6-ethyl-2-methylquinolin-4-yl)-5-(1-methyl-3-(trifluoromethyl)-1H-pyrazol-4-yl)-3,4-dihydroisoquinolin-1(2H)-one